2-((1-(7-methyl-4-oxo-2-(piperidin-1-yl)-4H-pyrido[1,2-a]pyrimidin-9-yl)ethyl)amino)benzamide CC=1C=C(C=2N(C(C=C(N2)N2CCCCC2)=O)C1)C(C)NC1=C(C(=O)N)C=CC=C1